4-methoxy-N-(2-methoxyethyl)-N-methyl-2-nitro-aniline COC1=CC(=C(N(C)CCOC)C=C1)[N+](=O)[O-]